E-5-bromo-8-chlorothiochroman BrC1=C2CCCSC2=C(C=C1)Cl